[Cl-].[Ca+2].OCC(C(=O)N)C.[Cl-] 2-(hydroxymethyl)propionamide calcium chloride